FC(C=1C(=NC=CC1)C(=O)N)(F)F 3-(trifluoromethyl)picolinamide